6-bromo-7-(difluoromethyl)-1-(3-(oxetan-3-yl)imidazo[1,5-a]pyrazin-1-yl)-1,2,3,4-tetrahydroquinoline BrC=1C=C2CCCN(C2=CC1C(F)F)C=1N=C(N2C1C=NC=C2)C2COC2